C1(=CC=CC=C1)C1=CN=NC=C1 4-phenylpyridazin